CN1C(C(=C(C(=C1)C(F)(F)F)C)C=1C=CC(=C2COCC12)CCC(=O)O)=O 3-(7-(1,4-dimethyl-2-oxo-5-(trifluoromethyl)-1,2-dihydropyridin-3-yl)-1,3-dihydroisobenzofuran-4-yl)propanoic acid